ethyl ((5-fluoro-1-(1-(4-(propan-2-ylidene)cyclohexyl)piperidin-4-yl)-3-(pyrrolidin-1-ylmethyl)-1H-indol-2-yl)methyl)carbamate FC=1C=C2C(=C(N(C2=CC1)C1CCN(CC1)C1CCC(CC1)=C(C)C)CNC(OCC)=O)CN1CCCC1